C(C)(=O)O.FC=1C(=C(C=CC1F)C(=O)N1CC(C1)(O)CNC(COC)C)NC1=C(C=C(C=C1)I)F 1-({3,4-difluoro-2-[(2-fluoro-4-iodophenyl)amino]phenyl}carbonyl)-3-({[1-methyl-2-(methyloxy)ethyl]amino}methyl)azetidin-3-ol acetate salt